tert-butyl 3-(2-{[(2R,7aS)-2-fluoro-hexahydro-1H-pyrrolizin-7a-yl]methoxy}-7-chloro-8-fluoropyrido[4,3-d]pyrimidin-4-yl)-3,8-diazabicyclo[3.2.1]octane-8-carboxylate F[C@@H]1C[C@@]2(CCCN2C1)COC=1N=C(C2=C(N1)C(=C(N=C2)Cl)F)N2CC1CCC(C2)N1C(=O)OC(C)(C)C